BrC1=CC(=C(C=C1)F)C(F)(F)F 4-bromo-1-fluoro-2-(trifluoromethyl)benzene